2,6-di-tert-butyl-4-(naphthalene-2-ylmethylene)cyclohexa-2,5-diene-1-one C(C)(C)(C)C=1C(C(=CC(C1)=CC1=CC2=CC=CC=C2C=C1)C(C)(C)C)=O